di(hydroxyethyl)ethylenediamine OCCNCCNCCO